(R)-6-bromo-N-(1-(3-(difluoromethyl)-2-fluorophenyl)ethyl)-2-methyl-7-nitroquinazolin-4-amine BrC=1C=C2C(=NC(=NC2=CC1[N+](=O)[O-])C)N[C@H](C)C1=C(C(=CC=C1)C(F)F)F